Octa-1,4-dien C=CCC=CCCC